4,7,8-Trihydroxy-3-[1-(4,7,8-trihydroxy-2-oxochromen-3-yl)hexyl]-2H-chromen-2-one OC1=C(C(OC2=C(C(=CC=C12)O)O)=O)C(CCCCC)C=1C(OC2=C(C(=CC=C2C1O)O)O)=O